FC1(CC(N(CC1)CC1=NOC(N1CC1=CC=C(C=C1)F)=O)C)F 3-[(4,4-difluoro-2-methylpiperidin-1-yl)methyl]-4-[(4-fluorophenyl)methyl]-4,5-dihydro-1,2,4-oxadiazol-5-one